(6-bromo-1,2,3,4-tetrahydroisoquinolin-3-yl)methanol BrC=1C=C2CC(NCC2=CC1)CO